(R)-N-(7-(4-Fluorobenzoyl)-8-methyl-3-(3-methyl-1,2,4-thiadiazol-5-yl)-5,6,7,8-Tetrahydroimidazo[1,5-a]pyrazin-1-yl)-N-(2-hydroxyethyl)acetamide FC1=CC=C(C(=O)N2[C@@H](C=3N(CC2)C(=NC3N(C(C)=O)CCO)C3=NC(=NS3)C)C)C=C1